FC1(CN(C1)C(=O)OC(C)(C)C)COS(=O)(=O)C1=CC=C(C=C1)C tert-butyl 3-fluoro-3-(p-tolylsulfonyloxymethyl)azetidine-1-carboxylate